COC(=O)C1=NC=C2C(=N1)N(N=C2)C(CC)(F)F 1-(1,1-difluoropropyl)pyrazolo[3,4-d]pyrimidine-6-carboxylic acid methyl ester